tert-Butyl (S)-4-(2-((3-(4-(benzyloxy)phenyl)-1-(cyclohexylamino)-1-oxopropan-2-yl)amino)-2-oxoethyl)piperidine-1-carboxylate C(C1=CC=CC=C1)OC1=CC=C(C=C1)C[C@@H](C(=O)NC1CCCCC1)NC(CC1CCN(CC1)C(=O)OC(C)(C)C)=O